8-(5-(5-(1-(1H-pyrrolo[2,3-b]pyridin-4-yl)ethoxy)-1H-indazol-3-yl)pyridin-2-yl)-1-oxa-8-azaspiro[4.5]decane N1C=CC=2C1=NC=CC2C(C)OC=2C=C1C(=NNC1=CC2)C=2C=CC(=NC2)N2CCC1(CCCO1)CC2